CC1=C(C=CC=C1)C(C#N)=NOC 2-(2-methylphenyl)-2-methoxyiminoacetonitrile